2-(3-(((4-(2-((6-(4H-1,2,4-triazol-4-yl)-1H-indazol-4-yl)oxy)ethoxy)butyl)amino)methyl)-5-(trifluoromethoxy)phenyl)acetonitrile N=1N=CN(C1)C1=CC(=C2C=NNC2=C1)OCCOCCCCNCC=1C=C(C=C(C1)OC(F)(F)F)CC#N